Tri(5-methyl-2-heptyl)citrat CC(CCC(C)C(C(C(C(=O)[O-])(C(C)CCC(CC)C)C(C)CCC(CC)C)(O)C(=O)[O-])C(=O)[O-])CC